O=C1NC(CCC1C=1C=CC(=NC1)N1CCC(CC1)CC(=O)NC)=O 2-(1-(5-(2,6-dioxopiperidin-3-yl)pyridin-2-yl)piperidin-4-yl)-N-methylacetamide